FC1(CC1)C(=O)N1C[C@@H](N(CC1)C=1C2=C(N=CN1)N(C=C2C2=C(C=CC=C2)F)C=2C=C(C#N)C=CN2)C (S)-2-(4-(4-(1-fluorocyclopropane-1-carbonyl)-2-methylpiperazin-1-yl)-5-(2-fluorophenyl)-7H-pyrrolo[2,3-d]pyrimidin-7-yl)isonicotinonitrile